benzyl (2-((tert-butoxycarbonyl)(2-((tert-butyldimethylsilyl)oxy)ethyl)amino)ethyl)(methyl)carbamate C(C)(C)(C)OC(=O)N(CCN(C(OCC1=CC=CC=C1)=O)C)CCO[Si](C)(C)C(C)(C)C